ClC1=C(C=CC(=C1)O)C=1N=CC2=C(N1)C=NN2C=2C=CC(=C(C2)O)F 5-(5-(2-Chloro-4-hydroxyphenyl)-1H-pyrazolo[4,3-d]pyrimidin-1-yl)-2-fluorophenol